C(C)OC=1C=C2C(=C(C(N(C2=CC1)C)=O)C#N)N1CCC(CC1)C=1OC2=C(N1)C=C(C=C2)C 6-ethoxy-1-methyl-4-[4-(5-methyl-1,3-benzooxazol-2-yl)piperidin-1-yl]-2-oxo-1,2-dihydroquinoline-3-carbonitrile